C1(=CC=C(C=C1)CCCCC(C(=O)O)(C)C)CCCCC(C(=O)O)(C)C 6,6'-(1,4-phenylene)bis(2,2-dimethylhexanoic Acid)